5-(4-cyclopropyl-1H-imidazol-1-yl)-2-fluoro-4-methylbenzonitrile C1(CC1)C=1N=CN(C1)C=1C(=CC(=C(C#N)C1)F)C